(5-((acetylthio) methyl)-1-methyl-1H-pyrazol-3-yl) methylbenzoate CC1=C(C(=O)OC2=NN(C(=C2)CSC(C)=O)C)C=CC=C1